C1(CC1)NC1(CCCC1)CC1=C(C(=O)N)C=CC(=C1)C#CC1=CC(=C(C=C1)F)F ((1-(cyclopropylamino)cyclopentyl)methyl)-4-((3,4-difluorophenyl)ethynyl)benzamide